8-((2s,5r)-4-((6-fluoropyridin-2-yl)(p-tolyl)methyl)-2,5-dimethylpiperazin-1-yl)-5-methyl-6-oxo-5,6-dihydro-1,5-naphthyridine-2-carbonitrile FC1=CC=CC(=N1)C(N1C[C@@H](N(C[C@H]1C)C1=CC(N(C=2C=CC(=NC12)C#N)C)=O)C)C1=CC=C(C=C1)C